6-chloro-3-methyl-3-(2,2,2-trifluoroethyl)-2,3-dihydroimidazo[1,5-a]pyridine-1,5-dione ClC1=CC=C2N(C1=O)C(NC2=O)(CC(F)(F)F)C